1-(3-(triethoxysilyl)propyl)-2,5-dimethyl-1H-pyrrole C(C)O[Si](CCCN1C(=CC=C1C)C)(OCC)OCC